1-(4-((1,3-dioxoisoindolin-2-yl)methyl)-1-oxo-1,2-dihydro-phthalazin-6-yl)cyclobutane-1-carboxylic acid tert-butyl ester C(C)(C)(C)OC(=O)C1(CCC1)C=1C=C2C(=NNC(C2=CC1)=O)CN1C(C2=CC=CC=C2C1=O)=O